CC(CCC)CC(CCCCCC)C 4,6-Dimethyl-dodecane